BrC=1C=C2C=CC(N(C2=NC1)C1CC(C1)(C)O)=O 6-bromo-1-[(cis)-3-hydroxy-3-methylcyclobutyl]-1,2-dihydro-1,8-naphthyridin-2-one